[Al].[Sn].[Zn].C(C)(C)N1C(NC(=CC1=O)NC(C1=CC=CC=C1)=O)=O N-(1-isopropyl-2,6-dioxo-1,2,3,6-tetrahydropyrimidin-4-yl)benzamide Zinc-tin-aluminum